OC(C(=O)C1=CC=C(C=C1)CC1=CC=C(C=C1)C(C(C)(C)O)=O)(C)C 2-hydroxy-1-[4-[4-(2-hydroxy-2-methyl-propionyl)benzyl]phenyl]-2-methyl-propan-1-one